ClC1=NC(=CC(=N1)C#N)NC1=C(C(=CC=C1)C)C 2-chloro-6-[(2,3-dimethylphenyl)amino]pyrimidine-4-carbonitrile